methyl 7-cyclopropoxy-2-(1-methyl-2-oxabicyclo[2.1.1]hexan-4-yl)imidazo[1,2-a]pyrimidine-6-carboxylate C1(CC1)OC1=NC=2N(C=C1C(=O)OC)C=C(N2)C21COC(C2)(C1)C